C(C)(C)(C)OC(=O)N[C@H](C)C(=O)NCCCN(C)C N2-(tert-butoxycarbonyl)-N-[3-(dimethylamino)propyl]-D-alaninamide